tert-Butyl (2-(1-cyanocyclopropyl)pyridin-4-yl)carbamate C(#N)C1(CC1)C1=NC=CC(=C1)NC(OC(C)(C)C)=O